CC=1C=C(C=C(C1)C)O 3,5-di-methylphenol